NC1=NC=C(C=N1)[C@@H]1[C@H]([C@H]2C[C@@H]([C@@H]1O2)F)C(=O)NC2=CC(=C(C=C2)Cl)Cl (1R,2R,3S,4R,5S)-3-(2-aminopyrimidin-5-yl)-N-(3,4-dichlorophenyl)-5-fluoro-7-Oxabicyclo[2.2.1]Heptane-2-carboxamide